Cl[C] monochlorocarbon